4-(morpholin-4-yl)-1-(phenyl-sulfanyl)butan-2-amine L-tartrate C(=O)(O)[C@H](O)[C@@H](O)C(=O)O.N1(CCOCC1)CCC(CSC1=CC=CC=C1)N